cis-4-[4-(pentafluoro-λ6-sulfanyl)phenyl]cyclohexan-1-ol FS(C1=CC=C(C=C1)[C@H]1CC[C@H](CC1)O)(F)(F)(F)F